C(C)(=O)O[C@H]1/C=C/[C@@H]([C@H](OC(C[C@H](CC[C@]1(C)O)O)=O)\C(\C)=C\C=C\C(C)C1=CC=CC=C1)C [(2S,3S,4E,6S,7S,10S)-7,10-dihydroxy-3,7-dimethyl-12-oxo-2-[(2E,4E)-6-phenylhepta-2,4-dien-2-yl]-1-oxacyclododec-4-en-6-yl] acetate